6-(8-chloroquinolin-6-yl)-N2-(2-cyclopentylethyl)-5-(1-methyl-1H-pyrazol-3-yl)pyrazine ClC=1C=C(C=C2C=CC=NC12)C1=C(N=CC=N1)C1N(N(C=C1)C)CCC1CCCC1